4-(aminomethyl)-N-(4-(4-(trifluoromethyl)piperidin-1-yl)phenyl)aniline hydrochloride Cl.NCC1=CC=C(NC2=CC=C(C=C2)N2CCC(CC2)C(F)(F)F)C=C1